FC1=C(OC2=C(C=C(C=C2)C(C)(C)O)C=2C3=C(C(N(C2)C)=O)C=C(S3)C(=O)NCC)C=CC(=C1)F 7-(2-(2,4-difluorophenoxy)-5-(2-hydroxypropan-2-yl)phenyl)-N-ethyl-5-methyl-4-oxo-4,5-dihydrothieno[3,2-c]pyridine-2-carboxamide